NSN amino sulfide